3-(6-((S)-7-fluoro-1-methylisoindoline-2-carbonyl)benzo[d]oxazol-2-yl)piperidine-2,6-dione FC=1C=CC=C2CN([C@H](C12)C)C(=O)C1=CC2=C(N=C(O2)C2C(NC(CC2)=O)=O)C=C1